2,2'-(undecane-1,11-diyldisulfonyl)bis(octan-4-one) C(CCCCCCCCCCS(=O)(=O)C(C)CC(CCCC)=O)S(=O)(=O)C(C)CC(CCCC)=O